N-[4-(3-cyanophenyl)-5-(2,6-dimethyl-4-pyridyl)thiazol-2-yl]-4-hydroxy-4-methyl-piperidine-1-carboxamide C(#N)C=1C=C(C=CC1)C=1N=C(SC1C1=CC(=NC(=C1)C)C)NC(=O)N1CCC(CC1)(C)O